CN(C(OC(C)(C)C)=O)CCCCC1=NC2=CC=C(C=C2C(N1CC(C)(C)C)=O)C(F)(F)F tert-butyl methyl(4-(3-neopentyl-4-oxo-6-(trifluoromethyl)-3,4-dihydroquinazolin-2-yl)butyl)carbamate